3-[6-[5-(6-methyl-2-pyridyl)-1H-imidazol-4-yl]-3-quinolyl]cyclohex-3-en-1-amine CC1=CC=CC(=N1)C1=C(N=CN1)C=1C=C2C=C(C=NC2=CC1)C=1CC(CCC1)N